Heptadecafluorooctylethyltrimethoxysilane FC(C(C(C(C(C(C(F)(F)CO[Si](OC)(OC)CC)(F)F)(F)F)(F)F)(F)F)(F)F)(C(F)(F)F)F